[C@]12(OC[C@@H](NC1)C2)C[C@@H]2NC[C@H](N(C2)C(=O)OC(C)(C)C)C tert-butyl (2R,5S)-5-(((1S,4S)-2-oxa-5-azabicyclo[2.2.1]heptanyl)methyl)-2-methylpiperazine-1-carboxylate